CC=1C=C(C=CC1O)C1=CC(=C(C=C1)O)C 3,3'-dimethylbiphenyl-4,4'-diol